COCC(C)O Propylen glycol monomethyl ether